9-Bromo-7-isopropyl-2,3,7,8-tetrahydro-6H-indeno[5,6-b][1,4]dioxin-6-one BrC1=C2CC(C(C2=CC2=C1OCCO2)=O)C(C)C